CC1(OC=2C=C(C=C(C2[C@H]2[C@H]1CC=C(C2)C)O)C(C)(CCC)C)C (6Ar,10aR)-6,6,9-trimethyl-3-(2-methylpentan-2-yl)-6a,7,10,10a-tetrahydrobenzo[c]chromen-1-ol